C[C@H]1N(CCN(C1)C1=NC(=C(C=C1)[N+](=O)[O-])NC1=CC(=NC=C1)C)C(=O)OC(C)(C)C tert-butyl (2R)-2-methyl-4-{6-[(2-methylpyridin-4-yl)amino]-5-nitropyridin-2-yl}piperazine-1-carboxylate